3-[(2-chloro-6-fluorophenyl)methyl]-4-methyl-4,5-dihydro-1,2,4-oxadiazol-5-one ClC1=C(C(=CC=C1)F)CC1=NOC(N1C)=O